ethyl 3-(difluoromethyl)-1-methylpyrazole-4-carboxylate FC(C1=NN(C=C1C(=O)OCC)C)F